Di-titanium-vanadium-aluminum [Al].[V].[Ti].[Ti]